4-amino-6-((3-fluorophenyl)amino)-N-phenylpyridinamide NC1=CC(=NC(=C1)NC1=CC(=CC=C1)F)C(=O)NC1=CC=CC=C1